ClC1=NC(=C2N=CN(C2=N1)[C@@H]1SC[C@@H]([C@@H]1O)O)NCC=1C=C(C(=O)O)C=CC1 3-((2-chloro-9-((2r,3s,4r)-3,4-dihydroxytetrahydrothiophen-2-yl)-9H-purin-6-ylamino)methyl)benzoic acid